methyl 3-(3-ethylmorpholino)-5-fluorobenzoate C(C)C1COCCN1C=1C=C(C(=O)OC)C=C(C1)F